CN1CSC2=C1C=CC=C2 3-Methyl-1,3-benzothiazole